The molecule is a zwitterion obtained by transfer of a proton from the sulfate to the amino group of 3-methoxytyramine sulfate; major species at pH 7.3. It is a tautomer of a 3-methoxytyramine sulfate. COC1=C(C=CC(=C1)CC[NH3+])OS(=O)(=O)[O-]